COC(C1CCC2(CN(C2)C2=C(C=C3C(=NN(C3=C2)C)N2C(NC(CC2)=O)=O)F)CC1)OC 1-(6-(7-(dimethoxymethyl)-2-azaspiro[3.5]nonan-2-yl)-5-fluoro-1-methyl-1H-indazol-3-yl)dihydropyrimidine-2,4(1H,3H)-dione